methyl [(4-fluorophenyl)methyl] disulfide FC1=CC=C(C=C1)CSSC